6-fluoro-4-methoxy-2-(2-methyl-4-thiazolyl)-5-(trifluoromethyl)pyrimidine FC1=C(C(=NC(=N1)C=1N=C(SC1)C)OC)C(F)(F)F